N-benzyl-2-bromothiazole-4-carboxamide C(C1=CC=CC=C1)NC(=O)C=1N=C(SC1)Br